O[C@@H]1[C@H]2CN([C@@H](C1)C2)C(=O)OCC2=CC=CC=C2 Benzyl (1R,4R,5S)-5-hydroxy-2-azabicyclo[2.2.1]heptane-2-carboxylate